8-(chloromethyl)-9-fluoro-1H-pyrrolo[1,2,3-de]quinoxalin-2(3H)-one ClCC=1C=C2C=3N(CC(NC3C1F)=O)C=C2